CC1=CC=C(C=C1)S(=O)(=O)OC(C)C1CCS(CC1)(=O)=O 1-(1,1-dioxo-1λ6-thian-4-yl)ethyl 4-methylbenzenesulfonate